BrC=1C(=C(C=C(C1)F)C=1OC(=NN1)C)COC 2-(3-bromo-5-fluoro-2-(methoxymethyl)phenyl)-5-methyl-1,3,4-oxadiazole